C(C1=CC=CC=C1)OCC1(COC2=C1C=CC=1N(C(N(C12)C)=O)C1C(NC(CC1)=O)=O)C 3-(6-((benzyloxy)methyl)-1,6-dimethyl-2-oxo-1,2,6,7-tetrahydro-3H-benzofuro[6,7-d]imidazol-3-yl)piperidine-2,6-dione